O=C1NC(CCC1N1C(C2=CC=CC(=C2C1)NC(CNC(OC(C)(C)C)=O)=O)=O)=O tert-butyl (2-((2-(2,6-dioxopiperidin-3-yl)-1-oxoisoindolin-4-yl) amino)-2-oxoethyl)-carbamate